(5r)-4-(2,6-difluorostyryl)-N,N-dimethylaniline FC1=C(C=CC2=CC=C(N(C)C)C=C2)C(=CC=C1)F